methyl pyridinate N1=C(C=CC=C1)C(=O)OC